FC=1C=CC(=NC1)COC1=CC(N(C=C1)C=1C=CC=2C3=C(N(C2C1)C)CCNC3([2H])[2H])=O 4-((5-fluoropyridin-2-yl)methoxy)-1-(5-methyl-2,3,4,5-tetrahydro-1H-pyrido[4,3-b]indol-7-yl-1,1-d2)pyridin-2(1H)-one